C(CCC)N(C(CCCN1CC=CC=C1)=O)C(C(=O)NC1CCCCC1)C=1C=CC2=C(CCO2)C1 N-butyl-N-(2-(cyclohexylamino)-1-(2,3-dihydrobenzofuran-5-yl)-2-oxoethyl)-4-(pyridin-1-yl)butanamide